CC1CC(CCC1N(C=1C2=C(N=CN1)NC=C2)C)CS(=O)(=O)N 1-(3-methyl-4-(methyl-(7H-pyrrolo[2,3-d]pyrimidin-4-yl)amino)cyclohexyl)methanesulfonamide